4-Bromo-9,9-diphenyl-9H-fluorene BrC1=CC=CC=2C(C3=CC=CC=C3C12)(C1=CC=CC=C1)C1=CC=CC=C1